C1=CC(=O)N(C1=O)CCOCCOCCOCCN2C(=O)C=CC2=O 1,11-bis(maleimido)triethylene glycol